FC(C1=CC=C(C=C1)N=C1SC=C(N1)C1=C(C=C(C=C1)Br)Cl)(F)F 2-(4-trifluoromethylphenyl-imino)-4-(2-chloro-4-bromophenyl)thiazole